ClC1=C(C=C(C=C1)C=1N=C(SC1SC(C)C)N1N=C(C(=C1C(=O)O)C1=CC(=NC(=C1)C)C)C)C 1-(4-(4-chloro-3-methylphenyl)-5-(isopropylsulfanyl)thiazol-2-yl)-4-(2,6-dimethylpyridin-4-yl)-3-methyl-1H-pyrazole-5-carboxylic acid